FC=1C=NN(C1)C1=CC=C(C=N1)[C@@H](C)NC(=O)C1CCC(CC1)C1=NC(=CC(=C1)C)NC1=NNC(=C1)C (1R,4S)-N-((S)-1-(6-(4-fluoro-1H-pyrazol-1-yl)pyridin-3-yl)ethyl)-4-(4-methyl-6-(5-methyl-1H-pyrazol-3-ylamino)pyridin-2-yl)cyclohexanecarboxamide